OC=1C=C(C=CC1)C=1C2=C(C(=NC1)OC)N=C(S2)NC(=O)N2CC1(CC2)CCOCC1 8-Oxa-2-aza-spiro[4.5]decane-2-carboxylic acid [7-(3-hydroxy-phenyl)-4-methoxy-thiazolo[4,5-c]pyridin-2-yl]-amide